6-methyl-4-oxo-2-(3-oxa-9-azaspiro[5.5]undecan-9-yl)-4H-chromen CC=1C=C2C(C=C(OC2=CC1)N1CCC2(CCOCC2)CC1)=O